8-(2,4-dichlorophenyl)-9-(4-(4-formylpiperidin-1-yl)phenyl)-6,7-dihydro-5H-benzo[7]annulene-3-carboxylic acid ClC1=C(C=CC(=C1)Cl)C=1CCCC2=C(C1C1=CC=C(C=C1)N1CCC(CC1)C=O)C=CC(=C2)C(=O)O